methyl 4-[3-[(3R)-3-amino-5-[(4-chlorophenyl)methyl]-8-fluoro-1,1,4-trioxo-2,3-dihydro-1λ6,5-benzothiazepin-7-yl]-1,2,4-oxadiazol-5-yl]-4-methyl-piperidine-1-carboxylate N[C@H]1CS(C2=C(N(C1=O)CC1=CC=C(C=C1)Cl)C=C(C(=C2)F)C2=NOC(=N2)C2(CCN(CC2)C(=O)OC)C)(=O)=O